COC=1C=C(CNC(=O)COC(CCC(C)C)=O)C=CC1OC 4-methyl-pentanoic acid (3,4-dimethoxy-benzylcarbamoyl)-methyl ester